O=S1(CCN(CC1)CCNC(=O)C=1C=NC2=CC=C(C=C2C1NC(C)C)C=1C=NNC1)=O N-(2-(1,1-dioxidothiomorpholino)ethyl)-4-(isopropylamino)-6-(1H-pyrazol-4-yl)quinoline-3-carboxamide